FC1=CC=C(C=C1)N1N=CC2=C1C[C@@H]1CCN(C[C@]1(C2)C(=O)C=2SC=CN2)S(=O)(=O)C2=NN(N=C2)C ((4aR,8aS)-1-(4-fluorophenyl)-6-((2-methyl-2H-1,2,3-triazol-4-yl)sulfonyl)-4,4a,5,6,7,8,8a,9-octahydro-1H-pyrazolo[3,4-g]isoquinolin-4a-yl)(thiazol-2-yl)methanone